C(C)(C)(C)N1C[C@@H](OCC1)CO tert-butyl-(2R)-2-(hydroxymethyl)morpholine